C(C)(C)(C)OC(=O)N1C(CCCC1)NC(=O)NC(C1=CC=CC=C1)=O (3-benzoylureido)piperidine-1-carboxylic acid tert-butyl ester